sodium valproate sodium valproate C(C(CCC)CCC)(=O)[O-].[Na+].C(C(CCC)CCC)(=O)[O-].[Na+]